5-(2-chloroacetyl)-2-fluoro-5,10-dihydro-11H-dibenzo[b,e][1,4]diazepin-11-one ClCC(=O)N1C2=C(NC(C3=C1C=CC(=C3)F)=O)C=CC=C2